(R)-2-(7-(1,2-dimethyl-1H-benzo[d]imidazol-5-yl)-5-((4R,7S)-4,7-dimethyl-4,5,6,7-tetrahydropyrazolo[1,5-a]pyrazin-2-yl)-3-fluorothieno[2,3-c]pyridin-4-yl)-3,5-difluorobenzonitrile CN1C(=NC2=C1C=CC(=C2)C=2N=C(C(=C1C2SC=C1F)C1=C(C#N)C=C(C=C1F)F)C1=NN2C([C@H](NC[C@@H]2C)C)=C1)C